C([C@H]([C@H]1[C@@H]([C@H]([C@@H](O1)O)O)O)O)OP(=O)(O)O The molecule is a D-galactose 6-phosphate that is beta-D-galactofuranose in which the hydroxy group at position 6 has been converted into the corresponding dihydrogen phosphate derivative. It derives from a beta-D-galactofuranose.